C(CCCCCCCCCCC)OS(=O)(=O)[O-].[NH4+] ammonium dodecyl-sulfate salt